copper-arsenic-lead [Pb].[As].[Cu]